SCCOCCOCCS[C@H](C)CC(CCCC)=O |r| (±)-2-((2-(2-(2-mercaptoethoxy)ethoxy)ethyl)thio)octan-4-one